tert-butyl (2R)-4-(2-cyclopropyl-4-methylpyridin-3-yl)-4-methoxy-2-methylpiperidine-1-carboxylate C1(CC1)C1=NC=CC(=C1C1(C[C@H](N(CC1)C(=O)OC(C)(C)C)C)OC)C